BrC1=NN(C=2N=C(N(C(C21)=O)C)N2C1CC(CC2CC1)(C)NC(OC(C)(C)C)=O)C1OCCCC1 tert-Butyl (endo-8-(3-bromo-5-methyl-4-oxo-1-(tetrahydro-2H-pyran-2-yl)-4,5-dihydro-1H-pyrazolo[3,4-d]pyrimidin-6-yl)-3-methyl-8-azabicyclo[3.2.1]octan-3-yl)carbamate